ON=C(C(=O)NC1=CC=CC=C1)C(C)=O 2-(hydroxyimino)-3-oxo-N-phenylbutanamide